7-cyclopropyl-5,6,7,8-tetrahydro-[1,2,4]triazolo[4,3-a]pyrazine-3-carboxylic acid C1(CC1)N1CC=2N(CC1)C(=NN2)C(=O)O